BrC(C(=O)C=1C=C2CC(NC2=CC1)=O)Br 5-(2,2-dibromo-acetyl)-1,3-dihydro-indol-2-one